2-Bromo-4-chlorobenzooxazole BrC=1OC2=C(N1)C(=CC=C2)Cl